ClC1=C(C=CC(=C1)F)C1=CC(OC2=CC(=CC=C12)C[C@H](C(=O)N1C[C@H](CCC1)C(=O)OCC)C)=O ethyl (S)-1-((R)-3-(4-(2-chloro-4-fluorophenyl)-2-oxo-2H-chromen-7-yl)-2-methylpropanoyl)piperidine-3-carboxylate